(R)-2-(2-(cyclopropanesulfonylamino)thiazol-4-yl)-2-methoxy-N-(4-(6-methoxypyrazin-2-yl)phenyl)acetamide C1(CC1)S(=O)(=O)NC=1SC=C(N1)[C@H](C(=O)NC1=CC=C(C=C1)C1=NC(=CN=C1)OC)OC